(Z)-11-tridecenal C(CCCCCCCCC\C=C/C)=O